FC12CC(C1)(C2)N2C(C(N(CC2)CC2=CC(=NO2)C=2C=NC=CC2)=O)=O 1-(3-fluorobicyclo[1.1.1]pentan-1-yl)-4-((3-(pyridin-3-yl)isoxazol-5-yl)methyl)piperazine-2,3-dione